N-(2-(4-fluorophenyl)propan-2-yl)butanamide FC1=CC=C(C=C1)C(C)(C)NC(CCC)=O